4-methoxybenzaldehyd COC1=CC=C(C=O)C=C1